N-{(6R)-7,7-Difluoro-2-[5-fluoro-4-(2,4,6-trifluorophenyl)-1,2-benzoxazol-3-yl]-3-oxo-2,5,6,7-tetrahydro-3H-pyrrolo[1,2-c]imidazol-6-yl}methanesulfonamide FC1([C@@H](CN2C(N(C=C21)C2=NOC1=C2C(=C(C=C1)F)C1=C(C=C(C=C1F)F)F)=O)NS(=O)(=O)C)F